O=C1NC=CC=C1NC(OCC1=CC=CC=C1)=O benzyl (2-oxo-1,2-dihydropyridin-3-yl)carbamate